(S)-N'-((8-fluoro-1,2,3,5,6,7-hexahydro-s-indacen-4-yl)carbamoyl)-6,6-dimethyl-6,7-dihydro-5H-pyrazolo[5,1-b][1,3]oxazine-3-sulfonimidamide FC=1C=2CCCC2C(=C2CCCC12)NC(=O)N=[S@@](=O)(N)C=1C=NN2C1OCC(C2)(C)C